(R)-2-(4-cyclopropyl-6-((1-cyclopropylpiperidin-3-yl)amino)pyridazin-3-yl)-5-ethynylphenol C1(CC1)C1=C(N=NC(=C1)N[C@H]1CN(CCC1)C1CC1)C1=C(C=C(C=C1)C#C)O